5-(3,5-dimethylbenzyl)-3-(2-(pyridin-2-yl)vinyl)-1H-indazole CC=1C=C(CC=2C=C3C(=NNC3=CC2)C=CC2=NC=CC=C2)C=C(C1)C